ClC=1C=C(C=CC1OC)C1(CC1)C1=NOC(=N1)CC(C(=O)O)=C 2-((3-(1-(3-chloro-4-methoxyphenyl)cyclopropyl)-1,2,4-oxadiazol-5-yl)methyl)acrylic acid